C(C)OC(\C=C\C1=C(C=CC(=C1)SCC1=CC=CC=C1)N)=O.ClC=1C=C(C=CC1C=1N(C2=NC=NC(=C2N1)OC1(CC1)C)CC1=NC=CC(=C1)C)CC(=O)N 2-(3-Chloro-4-(6-(1-methylcyclopropoxy)-9-((4-methylpyridin-2-yl)methyl)-9H-purin-8-yl)phenyl)acetamide Ethyl-(E)-3-(2-Amino-5-(Benzylthio)Phenyl)Acrylate